[C@H]12CN(C[C@H](CC1)N2)C2=NC(=NC1=CC(=CC=C21)C2=CC(=CC1=CC=CC=C21)O)OCCN(C)C 4-(4-((1R,5S)-3,8-diazabicyclo[3.2.1]octan-3-yl)-2-(2-(dimethylamino)ethoxy)quinazolin-7-yl)naphthalen-2-ol